COC(=O)[C@@H]1[C@H]2C([C@H]2CN1C(=O)OC(C)(C)C)(C)C (1R,2S,5S)-N-tert-butoxycarbonyl-6,6-dimethyl-3-azabicyclo[3.1.0]hexane-2-carboxylic acid methyl ester